5-(1-methyl-1H-1,2,4-triazol-5-yl)-3-(pyridin-4-yl)thieno[3,2-b]pyridine CN1N=CN=C1C1=CC=C2C(=N1)C(=CS2)C2=CC=NC=C2